C[C@@H]1N(C2=CC=CC=C2[C@@H](C1)NC1=CC=C(C=C1)NC(NCC(=O)N)=O)C(CC)=O |o1:1,9| 2-(3-(4-(((2S*,4R*)-2-methyl-1-propionyl-1,2,3,4-tetrahydroquinolin-4-yl)amino)phenyl)ureido)acetamide